(R)-5-((5-bromo-2-nitrophenyl) amino)-4-methylpentylmethanesulfonate BrC=1C=CC(=C(C1)NC[C@@H](CCCCS(=O)(=O)[O-])C)[N+](=O)[O-]